(S)-5-chloro-N-((2-oxo-3-(4-(2-oxo-2H-pyridin-1-yl)phenyl)-1,3-oxazolidin-5-yl)methyl)thiophene-2-carboxamide ClC1=CC=C(S1)C(=O)NC[C@H]1CN(C(O1)=O)C1=CC=C(C=C1)N1C(C=CC=C1)=O